[(3R)-1-azabicyclo[2.2.2]octan-3-yl] 6-[(3S,4R)-4-[(4-amino-5-chloro-2-methoxybenzoyl)amino]-3-methoxypiperidin-1-yl]hexanoate NC1=CC(=C(C(=O)N[C@H]2[C@H](CN(CC2)CCCCCC(=O)O[C@H]2CN3CCC2CC3)OC)C=C1Cl)OC